difluoropyridylamine FN(C1=NC=CC=C1)F